3-hydroxy-5-iodo-4H-benzo[e][1,2,4]thiadiazine 1,1-dioxide OC1=NS(C2=C(N1)C(=CC=C2)I)(=O)=O